COC=1C=C(C=CC1C=O)C1=CC(=CC(=C1)C1=CC(=C(C=C1)C=O)OC)C1=CC(=C(C=C1)C=O)OC 1,3,5-tris(3-methoxy-4-formylphenyl)benzene